(3R,4S) or (3S,4R)-1-(3-chlorophenethyl)-4-methoxy-3-((4-(methylsulfonyl)phenoxy)methyl)piperidine 6-(3-hydroxycyclohexyl)-3-(2-methyldec-2-yl)phenolate OC1CC(CCC1)C1=CC=C(C=C1[O-])C(C)(CCCCCCCC)C.ClC=1C=C(CCN2C[C@@H]([C@H](CC2)OC)COC2=CC=C(C=C2)S(=O)(=O)C)C=CC1 |o1:33,34|